oxetan-3-ylmethane-d2-ol O1CC(C1)C(O)([2H])[2H]